2,4-difluoro-3-[([1-methylpyrazolo[4,3-b]pyridin-6-yl]oxy)methyl]aniline FC1=C(N)C=CC(=C1COC=1C=C2C(=NC1)C=NN2C)F